Cl\C(\C(=O)OCC)=C(\CC\C=C(\CC\C=C(\CCC=C(C)C)/C)/C)/C ethyl (2E,6E,10E)-2-chloro-3,7,11,15-tetramethylhexadeca-2,6,10,14-tetraenoate